(Z)-1-(2-fluoro-4-(1-(4-(trifluoromethoxy)phenyl)-1H-1,2,4-triazol-3-yl)phenyl)-3-(3-(5-methyl-2-(2,2,2-trifluoroethoxy)phenyl)-4-oxothiazolidin-2-ylidene)urea FC1=C(C=CC(=C1)C1=NN(C=N1)C1=CC=C(C=C1)OC(F)(F)F)NC(=O)\N=C\1/SCC(N1C1=C(C=CC(=C1)C)OCC(F)(F)F)=O